3-(4-amino-7-cyclopropyl-2-oxopyrido[2,3-d]pyrimidin-1(2H)-yl)2-cyanopyridine tert-butyl-2-(4-(3-amino-6-(2-hydroxyphenyl)pyridazin-4-yl)phenoxy)acetate C(C)(C)(C)OC(COC1=CC=C(C=C1)C1=C(N=NC(=C1)C1=C(C=CC=C1)O)N)=O.NC=1C2=C(N(C(N1)=O)C=1C(=NC=CC1)C#N)N=C(C=C2)C2CC2